N1(CCC(CC1)C(=O)O)C1CCNCC1 [1,4'-bipiperidine]-4-carboxylic acid